N-(5,6-dimethylpyrazin-2-yl)-6-methyl-4-[(1-methylcyclopropyl)amino]furo[2,3-d]pyrimidine-5-carboxamide CC=1N=CC(=NC1C)NC(=O)C1=C(OC=2N=CN=C(C21)NC2(CC2)C)C